O=S1(CC(C1)N)=O 1,1-dioxothietan-3-amine